FC1=CC=C(C=C1)C12C(OC(CN1)C(=O)O)CCCC2 4a-(4-fluorophenyl)octahydro-2H-benzo[b][1,4]oxazinecarboxylic acid